C(C1=CC=C(C(=O)O)C=C1)(=O)O.CCCC butan Terephthalate